2-(4-bromo-3-fluorophenyl)cyclopropylamine hydrochloride Cl.BrC1=C(C=C(C=C1)C1C(C1)N)F